O-Allyl-hydroxylamine hydrochloride Cl.C(C=C)ON